(2R,1'R,3'S)-3-(2-Cyclopentyl-2-phenyl-2-hydroxyacetoxy)-1-(methoxycarbonylmethyl)-1-methylpyrrolidinium bromid [Br-].C1(CCCC1)[C@@](C(=O)OC1C[N+](CC1)(C)CC(=O)OC)(O)C1=CC=CC=C1